ClC=1C=C(C=CC1OCC1=NC=CC=C1)NC1=NC=NC2=CC(=C(C=C12)N)C#CC(C)(N1CCN(CC1)C)C N4-(3-chloro-4-(pyridin-2-ylmethoxy)phenyl)-7-(3-methyl-3-(4-methylpiperazin-1-yl)but-1-yn-1-yl)quinazoline-4,6-diamine